(S)-2-(4-(7-(difluoromethyl)pyrazolo[1,5-a]pyridin-2-yl)-1,4,6,7-tetrahydro-5H-imidazo[4,5-c]pyridin-5-yl)-5-(2,6-difluorophenyl)-1,3,4-oxadiazole FC(C1=CC=CC=2N1N=C(C2)[C@H]2N(CCC1=C2N=CN1)C=1OC(=NN1)C1=C(C=CC=C1F)F)F